COC1=CC(=C(C=C1OC)NC(=O)C=1OC2=CC=CC=C2C(C1)=O)C(NC1=CC=C(C=C1)CCN(CC1=CN=CS1)CC1=CC=C2C=NN(C2=C1)C)=O N-(4,5-Dimethoxy-2-((4-(2-(((1-methyl-1H-indazol-6-yl)methyl)(thiazol-5-ylmethyl)amino)ethyl)phenyl)carbamoyl)phenyl)-4-oxo-4H-chromene-2-carboxamide